OCCS(=O)(=O)CCCCCC(C(=O)NNC)(C)C=1C=C(C=CC1)C[C@@H](C(=O)OC)C methyl (2S)-3-(3-(7-((2-hydroxyethyl) sulfonyl)-2-methyl-1-(2-methylhydrazineyl)-1-oxoheptan-2-yl)phenyl)-2-methylpropanoate